CN1CC=C(C=C1)[Zn] (N-methyl-4-pyridyl)zinc